N-benzyl-N-(3-(4-methoxyphenyl)isothiazol-5-yl)pivalamide C(C1=CC=CC=C1)N(C(C(C)(C)C)=O)C1=CC(=NS1)C1=CC=C(C=C1)OC